2-bromo-3-hydrazinobenzonitrile BrC1=C(C#N)C=CC=C1NN